C[S@@](=O)(C1COC1)=NC1=NC(=NC(=C1)N1[C@@H](COCC1)C)N1C(=NC2=C1C=CC=C2)C (R)-methyl((2-(2-methyl-1H-benzo[d]imidazol-1-yl)-6-((R)-3-methylmorpholino)pyrimidin-4-yl)imino)(oxetan-3-yl)-λ6-sulfanone